(S)-(+)-1-methyl-3-hydroxypyrrolidine CN1CC[C@@H](C1)O